C(C)(C)(C)C1=NC(=NO1)C(=O)NCC1=C(C=C(C=C1)C1=CC(=NC=C1)NC(=O)[C@H]1[C@@H](C1)C)C 5-(tert-butyl)-N-(2-methyl-4-(2-((1R,2R)-2-methylcyclopropane-1-carboxamido)pyridin-4-yl)benzyl)-1,2,4-oxadiazole-3-carboxamide